Tetraphenyl orthosilicate [Si](OC1=CC=CC=C1)(OC1=CC=CC=C1)(OC1=CC=CC=C1)OC1=CC=CC=C1